COC=1C(=CC2=C(C3CC4=C(CN3CC2)C(=C(C=C4)OC)OC)C1)OCC=C 2,9,10-trimethoxy-3-allyloxy-6,8,13,13a-tetrahydro-5H-dibenzo[a,g]quinolizine